COC1=NC=C(C=O)C=C1 6-methoxynicotinaldehyde